C(C)(=O)NC1=C(S(=O)(=O)OC)C=CC=C1 methyl acetamidobesylate